OC1=C(C=CC=C1)C=1C=C2C(=NN1)NC[C@@H]1N2CCN(C1)C1CCN(CC1)C(=O)OC(C)(C)C.CC1=C(C=C(C(=C1)N)C)N 2,5-dimethyl p-phenylenediamine tert-butyl (S)-4-(2-(2-hydroxyphenyl)-5,6,6a,7,9,10-hexahydro-8H-pyrazino[1',2':4,5]pyrazino[2,3-c]pyridazin-8-yl)piperidine-1-carboxylate